C(N)(=O)C1=CC=C(C(=C1C1=C(C(=CC2=C1[C@@H]([C@](O2)(C2=CC=CC=C2)CNC2CCC(CC2)C(=O)O)C)F)Cl)F)OC (1S,4r)-4-((((2S,3S,4S)-4-(6-carbamoyl-2-fluoro-3-methoxyphenyl)-5-chloro-6-fluoro-3-methyl-2-phenyl-2,3-dihydrobenzofuran-2-yl)methyl)amino)cyclohexane-1-carboxylic acid